O=C1N(C=CC(N1)=O)CC(=O)N1CCC2(C(C2)CNC(=O)C2=CC=3C(=CN=CC3)O2)CC1 N-[[6-[2-(2,4-dioxopyrimidin-1-yl)acetyl]-6-azaspiro[2.5]octan-2-yl]methyl]furo[2,3-c]pyridine-2-carboxamide